3-methyl-2-[6-[rac-(3aS,7aR)-6-methyl-3,3a,4,5,7,7a-hexahydro-2H-pyrrolo[2,3-c]pyridin-1-yl]pyridazin-3-yl]phenol CC=1C(=C(C=CC1)O)C=1N=NC(=CC1)N1CC[C@H]2[C@@H]1CN(CC2)C |r|